FC=1C=NC(=NC1)NC(CN1C(C2=CC=C(C=C2C(C1)C(F)(F)F)I)=O)=O N-(5-fluoropyrimidin-2-yl)-2-[6-iodo-1-oxo-4-(trifluoromethyl)-3,4-dihydroisoquinolin-2-yl]acetamide